ClC1=NC=C(C(=N1)N)O 2-Chloro-4-amino-5-hydroxypyrimidine